6-Hepten-1-ol C(CCCCC=C)O